C(CCCC(C)C)OC(=O)C1C(CCCC1)C(=O)OCCCCC(C)C cyclohexane-1,2-dicarboxylic acid diisoheptyl ester